AMINO-CYANO-BENZENE NC1=C(C=CC=C1)C#N